ClC1=NC(=CC(=C1)\C=C\1/CN(CCC1)C(=O)OC(C)(C)C)Cl tert-Butyl (Z)-3-((2,6-dichloropyridin-4-yl)methylene)piperidine-1-carboxylate